(biphenylyl)(dimethylindenopyridineyl)(Phenyldibenzofuranyl)triazine Sodium [Na].C1(=C(C=CC=C1)C1=C(C(=NN=N1)C1=C(C=CC=2OC3=C(C21)C=CC=C3)C3=CC=CC=C3)C3=NC2=C(C(=C3C)C)C=3C=CC=CC3C2)C2=CC=CC=C2